5-(cyclopropylmethyl)-5,6,7,8,9,10-hexahydro-4H-cyclohepta[e][1,2,4]triazolo[4,3-a]pyrazin-4-one C1(CC1)CN1C(C=2N(C3=C1CCCCC3)C=NN2)=O